(1R,3S,4R,5R,6S)-4-(3-boronopropyl)-6-hydroxy-4-methyl-2-azabicyclo[3.2.0]heptane-3-carboxylic acid B(O)(O)CCC[C@]1([C@H](N[C@@H]2C[C@@H]([C@H]12)O)C(=O)O)C